4-(2-(4-(benzyloxy)-1-ethyl-3-methyl-1H-pyrazol-5-yl)-5-(hydroxymethyl)thiazol-4-yl)-N-(2,4-dimethoxybenzyl)-1-methyl-1H-pyrazolo[4,3-c]pyridine-6-carboxamide C(C1=CC=CC=C1)OC=1C(=NN(C1C=1SC(=C(N1)C1=NC(=CC2=C1C=NN2C)C(=O)NCC2=C(C=C(C=C2)OC)OC)CO)CC)C